(+/-)-[2-({4-[(3-chloro-1H-pyrrolo[2,3-b]pyridin-4-yl)oxy]-3,5-difluorophenyl}amino)-5-methyl-5,6-dihydro-4H-1,3-oxazin-5-yl]methanol ClC1=CNC2=NC=CC(=C21)OC2=C(C=C(C=C2F)NC=2OC[C@@](CN2)(C)CO)F |r|